FC([C@@H](C1=CC=C(C=C1)F)N1N=CC(=C1)C1=NC(=NC=C1F)C1=CC=2N(C=C1)N=C(N2)N2C(=CC=C2C)C)(C)F (R)-7-(4-(1-(2,2-difluoro-1-(4-fluorophenyl)propyl)-1H-pyrazol-4-yl)-5-fluoropyrimidin-2-yl)-2-(2,5-dimethyl-1H-pyrrol-1-yl)-[1,2,4]triazolo[1,5-a]pyridine